CC(CCCO)O 2,5-Pentandiol